7-methyl-1,5,7-triazabicyclo[4.4.0]dec-5-ene propionate C(CC)(=O)O.CN1C2=NCCCN2CCC1